IC1=C(C=C(C=C1C)NC1=NC=C(C(=N1)NN1C(OC2=C1C=CC=C2)=O)C)C [2-(4-iodo-3,5-dimethyl-phenylamino)-5-methyl-pyrimidin-4-ylamino]-3H-benzooxazol-2-one